NC1=NC=C(C=C1O)C(=O)N1C(CNCC1)(C)C 2-amino-5-(2,2-dimethylpiperazine-1-carbonyl)pyridin-3-ol